N1=C(C=CC=C1)C(=O)N azabenzene-2-carboxamide